4-methyl-3-(methylsulfonyl)-N-((2-(4-(pyridin-4-yl)phenyl)-1,6-naphthyridin-7-yl)methyl)benzamide CC1=C(C=C(C(=O)NCC2=NC=C3C=CC(=NC3=C2)C2=CC=C(C=C2)C2=CC=NC=C2)C=C1)S(=O)(=O)C